5-chloro-1H-1,2,3-triazole-4-carbonitrile ClC1=C(N=NN1)C#N